tert-butyl 4-(1-(3-bromo-2-cyanophenyl)-3-ethyl-3-methyl-2-oxoindolin-5-yl)piperidine-1-carboxylate BrC=1C(=C(C=CC1)N1C(C(C2=CC(=CC=C12)C1CCN(CC1)C(=O)OC(C)(C)C)(C)CC)=O)C#N